CC1(CCC2CC=CCC2(C1)C(C)=O)C 1-(3,3-Dimethyl-1,3,4,5,8,8a-hexahydronaphthalen-4a(2H)-yl)ethan-1-one